ClC=1C(=NC=NC1)NC=1C=C2C=C(C(N(C2=CC1)CCOC=1C=C2C(N(C(C2=CC1)=O)C1C(NC(CC1)=O)=O)=O)=O)OCC(=O)NC 2-({6-[(5-chloropyrimidin-4-yl)amino]-1-(2-{[2-(2,6-dioxopiperidin-3-yl)-1,3-dioxo-2,3-dihydro-1H-isoindol-5-yl]oxy}ethyl)-2-oxo-1,2-dihydroquinolin-3-yl}oxy)-N-methylacetamide